2-(bromomethyl)-1-fluoro-4-nitrobenzene BrCC1=C(C=CC(=C1)[N+](=O)[O-])F